BrC=1C=C(C(=NC1OC)Cl)Cl 5-bromo-2,3-dichloro-6-methoxy-pyridine